5-methyl-4,5,6,7-tetrahydro-1,2-benzoxazole-3-carboxylic acid CC1CCC2=C(C(=NO2)C(=O)O)C1